FC1(CCC(CC1)NC(OC(C)(C)C)=O)C=O Tert-butyl N-(4-fluoro-4-formylcyclohexyl)carbamate